OC1=C(C(CC(C1)CSC1C(C1)C)=O)CC(C)C 3-hydroxy-2-isobutyl-5-(2-methyl-cyclopropylthiomethyl)-cyclohex-2-enone